ClC=1C=C(C=CC1)[C@H]1[C@@H](CN(CC1)C(=O)C=1C=2N(C=CC1)C=NC2)NC(CCC(F)(F)F)=O N-[(3S,4S)-4-(3-chlorophenyl)-1-(imidazo[1,5-a]pyridine-8-carbonyl)-3-piperidyl]-4,4,4-trifluoro-butanamide